2-(1-methylpyrrolidin-3-yl)-5-[(3S)-3-methyl-2,3,4,5-tetrahydropyridin-6-yl]-1,3-benzothiazole CN1CC(CC1)C=1SC2=C(N1)C=C(C=C2)C=2CC[C@@H](CN2)C